CN(S(=O)(=O)C1=NN2C(CNCCC2)=C1)C N,N-dimethyl-5,6,7,8-tetrahydro-4H-pyrazolo[1,5-a][1,4]diazepine-2-sulfonamide